(E)-dibenzocyclononan-8-one C1=CC=CC=2CCCC(CC3=C(C21)C=CC=C3)=O